2-[4-Isopropyl-7-(Methoxymethyl)-1-Oxo-Pyrrolo[1,2-d][1,2,4]Triazin-2-yl]Acetic Acid C(C)(C)C1=NN(C(C=2N1C=C(C2)COC)=O)CC(=O)O